C(=O)C=1C=C(C=CC1C(=O)OC)N1CCN(CC1)C(=O)[O-] 4-(3-Formyl-4-(methoxycarbonyl)phenyl)piperazine-1-carboxylate